5-(4-(6-chloro-5-fluoroindolin-1-yl)pyrido[3,2-d]pyrimidin-6-yl)pyridin-2-amine ClC1=C(C=C2CCN(C2=C1)C=1C2=C(N=CN1)C=CC(=N2)C=2C=CC(=NC2)N)F